N-methyl-4-(3-(6-phenylimidazo[1,5-a]pyridin-5-yl)ureido)benzamide CNC(C1=CC=C(C=C1)NC(=O)NC1=C(C=CC=2N1C=NC2)C2=CC=CC=C2)=O